(S)- or (R)-3-methylpentan-2-one C[C@H](C(C)=O)CC |o1:1|